N-(4-(3-amino-7-(5-fluoropyridin-2-yl)-1H-pyrazolo[4,3-c]pyridin-4-yl)-3-methylbenzyl)-5-fluoro-2-methoxybenzamide NC1=NNC2=C1C(=NC=C2C2=NC=C(C=C2)F)C2=C(C=C(CNC(C1=C(C=CC(=C1)F)OC)=O)C=C2)C